CCOC(=O)C1CN(CCO1)C(=O)OC(C)(C)C morpholine-2,4-dicarboxylic acid 4-(tert-butyl) ester 2-ethyl ester